FC=1C(=CC(=NC1)OC)C1=CC(=NN1)C(=O)N1CCC(CC1)C(=O)NC1(CC1)C1=CC=CC=C1 1-[5-(5-fluoro-2-methoxypyridin-4-yl)-1H-pyrazole-3-carbonyl]-N-(1-phenylcyclopropyl)piperidine-4-carboxamide